C(C)N1C2CCCCC2C2CCCCC12 perhydro-N-ethyl-carbazole